CC=1N=C(C=2C(N1)=CC(N(C2)N2CCOCC2)=O)N[C@H](C)C=2SC=C(C2)C2=C(C=CC=C2)CNC 2-methyl-4-[[(1R)-1-[4-[2-(methylaminomethyl)phenyl]-2-thienyl]ethyl]amino]-6-morpholino-pyrido[4,3-d]pyrimidin-7-one